4-amino-4,5-dihydro-3-methyl-6-phenyl-1,2,4-triazin-5-one NN1C(=NN=C(C1=O)C1=CC=CC=C1)C